O.[B].[Mg].[Ca] calcium-magnesium-boron water